1,2,3,4-butanetetracarboxylic acid tetrakis(3-ethylcyclohexylamide) C(C)C1CC(CCC1)NC(=O)CC(C(CC(=O)NC1CC(CCC1)CC)C(=O)NC1CC(CCC1)CC)C(=O)NC1CC(CCC1)CC